tert-butyl (R)-5-amino-2-azaspiro[3.3]heptane-2-carboxylate hydrochloride Cl.N[C@H]1C2(CN(C2)C(=O)OC(C)(C)C)CC1